[2-(5-bromo-3-ethylsulfonyl-2-pyridinyl)-1,3-benzoxazol-5-yl]-ethylimino-oxo-(trifluoromethyl)-lambda6-sulfane BrC=1C=C(C(=NC1)C=1OC2=C(N1)C=C(C=C2)S(C(F)(F)F)(=O)=NCC)S(=O)(=O)CC